C(C1=CC=CC=C1)OC(=O)N1CC(CCC1)F 3-fluoropiperidine-1-carboxylic acid benzyl ester